C(C)(=O)N1N=C(CC1C1=CC=CC=C1)C=1CNC2=CC=C(C=C2C1C1=CC=CC=C1)Cl 3-(2-acetyl-3-phenyl-3,4-dihydropyrazol-5-yl)-6-chloro-4-phenyl-1H-quinolin